C(C)(C)(C)OC(=O)N1CCCC2=CC=CC=C12 Quinoline-1(3H)carboxylic acid tert-butyl ester